6-chloro-3-phenyl-4-Pyridazinol ClC1=CC(=C(N=N1)C1=CC=CC=C1)O